CC1OC2=C(CC1)C(=C(C(=C2C)C)O)C 3,4-dihydro-2,5,7,8-tetramethyl-2H-1-benzopyran-6-ol